ClC=1C=C(C=2CCC(CC2C1)N1[C@@H](C[C@@H](C1)COC1=CC=C(C=C1)S(=O)(=O)CCCS(=O)(=O)C)C)C#N 3-chloro-6-[(2R,4S)-4-{[4-(3-methanesulfonylpropanesulfonyl)phenoxy]methyl}-2-methylpyrrolidin-1-yl]-5,6,7,8-tetrahydronaphthalene-1-carbonitrile